5-Benzyl-3-(hydroxymethyl)-1-methyl-1H-pyrazole-4-carboxylic acid ethyl ester C(C)OC(=O)C=1C(=NN(C1CC1=CC=CC=C1)C)CO